ClC1=NC(=NC(=C1C(=O)OCC)C)C(C)C ethyl 4-chloro-2-isopropyl-6-methylpyrimidine-5-carboxylate